5-(5-methyl-oxazol-2-yl)-2-{6-[methyl-(2,2,6,6-tetramethyl-piperidin-4-yl)-amino]pyridazin-3-yl}-phenol CC1=CN=C(O1)C=1C=CC(=C(C1)O)C=1N=NC(=CC1)N(C1CC(NC(C1)(C)C)(C)C)C